FC=1C=C(C=CC1F)/C=C/C(=O)O[C@H]1CC=2C=C3C=CC(OC3=CC2OC1(C)C)=O (S)-8,8-Dimethyl-2-oxo-7,8-dihydro-2H,6H-pyrano[3,2-g]chromen-7-yl (E)-3-(3,4-difluorophenyl)acrylat